2-[(4S)-4-amino-2-oxa-8-aza-spiro[4.5]decan-8-yl]-5-(2-ethyl-7-fluoro-2H-indazol-6-yl)-3-methyl-3H,4H,7H-pyrrolo[2,3-d]pyrimidin-4-one hydrochloride Cl.N[C@@H]1COCC12CCN(CC2)C=2N(C(C1=C(N2)NC=C1C=1C=CC2=CN(N=C2C1F)CC)=O)C